FC=1C(=NC(=NC1OC1CCC(CC1)C(F)(F)F)C)I 5-fluoro-4-iodo-2-methyl-6-{[(1r,4r)-4-(trifluoromethyl)cyclohexyl]-oxy}pyrimidine